C(C)(C)N1CCN(CC1)CCN 2-(4-isopropylpiperazin-1-yl)ethylamine